2-(2-((5-(1-aminoisoquinolin-5-yl)-1-(tetrahydrofuran-3-yl)-1H-pyrrolo[2,3-b]pyridin-3-yl)methoxy)-6-methylphenyl)acetic acid NC1=NC=CC2=C(C=CC=C12)C=1C=C2C(=NC1)N(C=C2COC2=C(C(=CC=C2)C)CC(=O)O)C2COCC2